4-[6-(aminomethyl)imidazo[1,2-a]pyridin-8-yl]-3-(5-cyclopropyl-2-methylpyrazol-3-yl)oxybenzonitrile NCC=1C=C(C=2N(C1)C=CN2)C2=C(C=C(C#N)C=C2)OC=2N(N=C(C2)C2CC2)C